di(2-ethylhexyl) 4,5-Epoxytetrahydrophthalate C(C1C(C(=O)OCC(CCCC)CC)CC2C(=C1)O2)(=O)OCC(CCCC)CC